tert-Butyl (R)-3-((4-bromo-1H-indol-1-yl)methyl)-3-fluoropiperidine-1-carboxylate BrC1=C2C=CN(C2=CC=C1)C[C@]1(CN(CCC1)C(=O)OC(C)(C)C)F